O1-[7-[7-(1-hept-6-enyloct-7-enoxy)-7-oxo-heptanoyl]oxy-4-(4-pyrrolidin-1-ylbutanoyloxy) heptyl] O7-(1-hept-6-enyloct-7-enyl) heptanedioate C(CCCCCC(=O)OC(CCCCCC=C)CCCCCC=C)(=O)OCCCC(CCCOC(CCCCCC(=O)OC(CCCCCC=C)CCCCCC=C)=O)OC(CCCN1CCCC1)=O